(2S,3R,4S,5S)-4-[[3-[4-Methoxy-6-(trifluoromethyl)-3-pyridyl]-4,5-dimethyl-5-(trifluoromethyl)tetrahydrofuran-2-carbonyl]amino]pyridin-2-carboxamid COC1=C(C=NC(=C1)C(F)(F)F)[C@@H]1[C@H](O[C@@]([C@H]1C)(C(F)(F)F)C)C(=O)NC1=CC(=NC=C1)C(=O)N